CN1C=NC2=C1C=C(C(=C2)B2OC(C(O2)(C)C)(C)C)C 1,6-dimethyl-5-(4,4,5,5-tetramethyl-1,3,2-dioxaborolan-2-yl)-1H-1,3-benzodiazole